NC=1C2=C(N=CN1)N(C(=C2C2=CC=C(C(=O)NCC(CO)(C)C)C=C2)C2=CC=C(C=C2)NC(C(=C)C)=O)C 4-(4-amino-6-(4-methacrylamido-phenyl)-7-methyl-7H-pyrrolo[2,3-d]pyrimidin-5-yl)-N-(3-hydroxy-2,2-dimethylpropyl)benzamide